ClC1=CC=C2CN(C(C2=C1)=O)C1=CC(=CC=C1)C(C)SC1=NN=CN1C 6-chloro-2-[3-[1-[(4-methyl-1,2,4-triazol-3-yl)sulfanyl]ethyl]phenyl]isoindolin-1-one